(R)-3-(3-(difluoromethyl)phenyl)isoxazolidine FC(C=1C=C(C=CC1)[C@@H]1NOCC1)F